4-(4-trifluoromethylbenzyl)-7-(3-cyanobenzyl)-6,7,8,9-tetrahydropyrazolo[1,5-a]pyrido[3,4-e]pyrimidine-5(4H)-one FC(C1=CC=C(CN2C=3N(C4=C(C2=O)CN(CC4)CC4=CC(=CC=C4)C#N)N=CC3)C=C1)(F)F